N-((1,2,3,5,6,7-Hexahydro-s-indacen-4-yl)carbamoyl)-1-(oxetan-3-yl)azetidine-3-sulfonamide, potassium salt [K].C1CCC2=C(C=3CCCC3C=C12)NC(=O)NS(=O)(=O)C1CN(C1)C1COC1